10H-spiro[anthracene-9,9'-fluorene]-10-one C1=CC=CC=2C3=CC=CC=C3C3(C12)C1=CC=CC=C1C(C=1C=CC=CC13)=O